CC1=NC=C(C=N1)C=1OC(=CN1)C(=O)O 2-(2-methylpyrimidin-5-yl)oxazole-5-carboxylic acid